OC(CN1C=NC2=C(C1=O)C=C(N=C2C=2C=NN(C2)C)C=2C=NC(=NC2)C(F)(F)F)(C)C 3-(2-hydroxy-2-methylpropyl)-8-(1-methyl-1H-pyrazol-4-yl)-6-(2-(trifluoromethyl)pyrimidin-5-yl)pyrido[3,4-d]pyrimidin-4(3H)-one